(R)-9-amino-10-methoxy-1,2,4a,5-tetrahydro-7H-benzo[e]pyrazino[2,1-c][1,4]oxazepine-3(4H)-carboxylic acid tert-butyl ester C(C)(C)(C)OC(=O)N1C[C@@H]2COCC3=C(N2CC1)C=C(C(=C3)N)OC